4-(2-{[(2R,7aS)-2-fluoro-hexahydro-1H-pyrrolizin-7a-yl]methoxy}-4-[(1S,6R)-3,9-diazabicyclo[4.2.1]nonan-3-yl]-8-fluoroquinazolin-7-yl)naphthalen-2-ol F[C@@H]1C[C@@]2(CCCN2C1)COC1=NC2=C(C(=CC=C2C(=N1)N1C[C@@H]2CC[C@H](CC1)N2)C2=CC(=CC1=CC=CC=C21)O)F